(8-(bis(4-methoxybenzyl)amino)-2-(2-chlorobenzyl)-5-(pyrimidin-4-yl)-[1,2,4]triazolo[1,5-a]pyrazin-6-yl)benzonitrile COC1=CC=C(CN(C=2C=3N(C(=C(N2)C2=C(C#N)C=CC=C2)C2=NC=NC=C2)N=C(N3)CC3=C(C=CC=C3)Cl)CC3=CC=C(C=C3)OC)C=C1